N1N=NC(=C1)C(=O)N triazolcarboxamide